N-[[6-(3,5-dimethyl-1H-pyrazole-4-carbonyl)-6-azaspiro[2.5]octan-2-yl]methyl]furo[2,3-c]pyridine-2-carboxamide CC1=NNC(=C1C(=O)N1CCC2(C(C2)CNC(=O)C2=CC=3C(=CN=CC3)O2)CC1)C